4-amino-8-(5-(7-ethyl-7H-imidazo[4,5-c]pyridazin-4-yl)-2-fluorophenyl)-N-propylcinnoline-3-carboxamide NC1=C(N=NC2=C(C=CC=C12)C1=C(C=CC(=C1)C=1C2=C(N=NC1)N(C=N2)CC)F)C(=O)NCCC